3,4-dichlorobenzylhexyl carbonate C(OCCCCCCCC1=CC(=C(C=C1)Cl)Cl)([O-])=O